N-methyl-2-[4-[6-[5-(6-methyl-2-pyridyl)-3-(3-pyridylmethyl)triazol-4-yl]-3-quinolyl]pyrazol-1-yl]ethanamine CNCCN1N=CC(=C1)C=1C=NC2=CC=C(C=C2C1)C=1N(N=NC1C1=NC(=CC=C1)C)CC=1C=NC=CC1